2-(3-methylisoxazol-5-yl)acetic acid CC1=NOC(=C1)CC(=O)O